[Br-].S1N=CN=C1C1=CC=[N+](C=C1)CC(=O)NCC(=O)OC Methyl 2-[[2-[4-(1,2,4-thiadiazol-5-yl)pyridin-1-ium-1-yl]acetyl]amino]acetate Bromide